8-(2-((2-cyclopropyl-2,2-difluoroethyl)amino)-7H-pyrrolo[2,3-d]pyrimidin-5-yl)-3,4-dihydrobenzo[f][1,4]oxazepin-5(2H)-one C1(CC1)C(CNC=1N=CC2=C(N1)NC=C2C2=CC1=C(C(NCCO1)=O)C=C2)(F)F